C1(CC1)C1=C(N=CC2=CC=CC=C12)N(S(=O)(=O)C1=C(C(=O)O)C=CC=C1)CC1=CC=C(C=C1)OC(F)(F)F {(4-cyclopropylisoquinolin-3-yl[4-(trifluoromethoxy)benzyl]amino)sulfonyl}benzoic acid